1-((R)-1-(3,4-difluorophenyl)ethyl)-4-oxo-6-((1S,2S)-2-(pyrimidin-2-yl)cyclobutyl)-4,5-dihydro-1H-pyrazolo[3,4-d]pyrimidine-3-carbonitrile FC=1C=C(C=CC1F)[C@@H](C)N1N=C(C2=C1N=C(NC2=O)[C@@H]2[C@H](CC2)C2=NC=CC=N2)C#N